1-(6-((tert-butoxy-carbonyl)amino)-4-methylpyridin-3-yl)-6-chloro-7-(7,8-dihydropyrido[4,3-d]pyrimidin-6(5H)-yl)-4-oxo-1,4-dihydro-1,8-naphthyridine-3-carboxylic acid C(C)(C)(C)OC(=O)NC1=CC(=C(C=N1)N1C=C(C(C2=CC(=C(N=C12)N1CC2=C(N=CN=C2)CC1)Cl)=O)C(=O)O)C